BrC1=CC=C(C=C1)[C@H](C)N(C(O)=O)C(C)(C)C.N(=[N+]=[N-])CCCCCCCCCC=C 11-azidoundec-1-ene (S)-(1-(4-Bromophenyl)ethyl)tert-butylcarbamate